C(C=1C(O)=CC=CC1)(=O)[O-] trans-salicylate